COC1=C(C=C(C=C1)OC)[C@@H]([C@H](C)NC(C)(C)C)O (1S,2S)-1-(2,5-dimethoxyphenyl)-2-(tert-butylamino)propan-1-ol